N-(3,4-difluorobenzyl)pyrazine-2-carboxamide FC=1C=C(CNC(=O)C2=NC=CN=C2)C=CC1F